(2,3,4-trifluoro-phenyl)-methanone FC1=C(C=CC(=C1F)F)C=O